4-(3-chlorophenyl)-1-(4-(3,4-dichlorophenyl)-5-(isopropylthio)thiazol-2-yl)-3-methyl-1H-pyrazole-5-carboxylic acid ClC=1C=C(C=CC1)C=1C(=NN(C1C(=O)O)C=1SC(=C(N1)C1=CC(=C(C=C1)Cl)Cl)SC(C)C)C